C[C@H](CCC(=O)[O-])[C@H]1CC[C@@H]2[C@@]1([C@@H](C[C@H]3[C@H]2[C@@H](C[C@H]4[C@@]3(CC[C@H](C4)O)C)O)O)C The molecule is a bile acid anion that is the conjugate base of 3alpha,7alpha,12beta-trihydroxy-5beta-cholanic acid, obtained by deprotonation of the carboxy group. It has a role as a human metabolite. It is a conjugate base of a 3alpha,7alpha,12beta-trihydroxy-5beta-cholanic acid.